3-fluoro-1-((1R,2R)-2-hydroxy-2-methyl-cyclopentyl)-7-((1-(methylsulfonyl)piperidin-4-yl)amino)pyrido[3,4-b]pyrazin-2(1H)-one FC=1C(N(C2=C(N1)C=NC(=C2)NC2CCN(CC2)S(=O)(=O)C)[C@H]2[C@](CCC2)(C)O)=O